{5-[4-(benzyloxy)-3-methoxybenzylidene]-4-oxo-2-thioxo-1,3-thiazolidin-3-yl}acetic acid C(C1=CC=CC=C1)OC1=C(C=C(C=C2C(N(C(S2)=S)CC(=O)O)=O)C=C1)OC